CC(C)CCCC(CCCC(CCCC(CCC)C)C)C 2,6,10,14-tetramethyl-heptadecane